The molecule is an organic sodium salt resulting from the formal condensation of Sirius red 4B (acid form) with two equivalents of sodium hydroxide. Used as the plasma stain in some trichrome staining methods. It has a role as a histological dye, a fluorochrome, an environmental contaminant and a poison. It contains a Sirius red 4B(2-). C1=CC=C(C=C1)C(=O)NC2=CC3=CC(=C(C(=C3C=C2)O)N=NC4=CC=C(C=C4)N=NC5=CC=C(C=C5)S(=O)(=O)[O-])S(=O)(=O)[O-].[Na+].[Na+]